5-(2-amino-[1,2,4]triazolo[1,5-a]pyridin-7-yl)-N-(2-((2-(hydroxymethyl)phenyl)thio)benzyl)nicotinamide NC1=NN2C(C=C(C=C2)C=2C=NC=C(C(=O)NCC3=C(C=CC=C3)SC3=C(C=CC=C3)CO)C2)=N1